COC/C=C/C(=O)O (2E)-4-methoxybut-2-enoic acid